2-chloro-4-[[(3,4-dimethylpyrimido[4',5':4,5]thieno[2,3-c]pyridazin-8-yl)amino]methyl]-N-[(1R)-2,2,2-trifluoro-1-methyl-ethyl]benzamide ClC1=C(C(=O)N[C@@H](C(F)(F)F)C)C=CC(=C1)CNC1=NC=NC2=C1SC=1N=NC(=C(C12)C)C